BrC=1C=C(C=CC1)C=1N=CC2=C(N1)C=NC=C2 2-(3-bromophenyl)pyrido[3,4-d]pyrimidine